(S)-t-butyl 4-((R,E)-1-hydroxyhexadec-2-enyl)-2,2-dimethyloxazolidine-3-carboxylate O[C@H](\C=C\CCCCCCCCCCCCC)[C@H]1N(C(OC1)(C)C)C(=O)OC(C)(C)C